2,2'-(1,4-phenylene)dipropionaldehyde C1(=CC=C(C=C1)C(C=O)C)C(C=O)C